ClC=1C=C(C=C(C1)Cl)I 3,5-dichloro-iodobenzene